Cl.F[C@@H]1CN(CC1)C1=CC=C(C=N1)C=1C=C2N(C(N(C2)C=2C=NN(C2)C)=O)C1 (S)-6-(6-(3-fluoropyrrolidin-1-yl)pyridin-3-yl)-2-(1-methyl-1H-pyrazol-4-yl)-1,2-dihydro-3H-pyrrolo[1,2-c]imidazol-3-one hydrogen chloride salt